2-((3-(5-fluoro-2-(3-fluoro-4-(2-methoxyethoxy)phenylamino)pyrimidin-4-ylamino)phenyl)(hydroxy)methyl)acrylonitrile FC=1C(=NC(=NC1)NC1=CC(=C(C=C1)OCCOC)F)NC=1C=C(C=CC1)C(C(C#N)=C)O